5-bromo-2-nitro-4-[[(2S)-5-oxo-1-(2-trimethylsilylethoxymethyl)pyrrolidin-2-yl]methoxy]benzaldehyde BrC=1C(=CC(=C(C=O)C1)[N+](=O)[O-])OC[C@H]1N(C(CC1)=O)COCC[Si](C)(C)C